tert-Butyl 4-(7-chloro-6-phenylquinazolin-4-yl)piperazine-1-carboxylate ClC1=C(C=C2C(=NC=NC2=C1)N1CCN(CC1)C(=O)OC(C)(C)C)C1=CC=CC=C1